C(C=C)(=O)OCC1=C(C(=C(C(=C1O)C)COC(C=C)=O)O)COC(C=C)=O N'-((3,6-dihydroxyl-5-methylbenzene-1,2,4-triyl) tri(methylene)) triacrylate